1-(methylamino)-1,2,3,4-tetrahydrocyclopenta[c]isoquinolin-5-one CNC1CCC=2NC(C=3C=CC=CC3C21)=O